Butyl 1-methylhydrazine-1-carboxylate CN(N)C(=O)OCCCC